(3S)-5-{2-azaspiro[3.3]heptan-2-yl}-N-cyclobutyl-3-{[1-cyclopentyl-5-(2,6-dimethoxyphenyl)-1H-pyrazol-3-yl]formamido}pentanamide C1N(CC12CCC2)CC[C@@H](CC(=O)NC2CCC2)NC(=O)C2=NN(C(=C2)C2=C(C=CC=C2OC)OC)C2CCCC2